4,6-dimethoxy-1,3,5-triazine chloride [Cl-].COC1=NC=NC(=N1)OC